CN(S(=O)(=O)N[C@H]1[C@@H]2[C@H](N([C@H]1COC1CCC(CC1)C1=CC(=CC=C1)F)C(=O)OC)CCC2)C methyl (2R,3S,3aS,6aR)-3-((N,N-dimethylsulfamoyl)amino)-2-((((1s,4S)-4-(3-fluorophenyl)-cyclohexyl)oxy)methyl)hexahydrocyclopenta[b]pyrrole-1(2H)-carboxylate